FC1(CN(CC[C@H]1NC1=NN2C(C(=N1)OC)=C(C(=C2)F)C=2C=CC1=C(N(N=N1)C1CC(C1)(F)F)C2)C2COC2)F (R)-N-(3,3-difluoro-1-(oxetan-3-yl)piperidin-4-yl)-5-(1-(3,3-difluorocyclobutyl)-1H-benzo[d][1,2,3]triazol-6-yl)-6-fluoro-4-methoxypyrrolo[2,1-f][1,2,4]triazin-2-amine